ClC1=C(C=C(C=C1)OC)CC1=CC(=CC=C1)OC (2-chloro-5-methoxyphenyl)(3-methoxyphenyl)methane